O=C1C=C(C[C@@H](N1C(=O)[O-])C(=O)[O-])OS(=O)(=O)C(F)(F)F (R)-6-oxo-4-(((trifluoromethyl) sulfonyl) oxy)-3,6-dihydropyridine-1,2(2H)-dicarboxylate